Methyl (R)-6-chloro-3-((1-methylpiperidin-3-yl)amino)pyridazine-4-carboxylate ClC1=CC(=C(N=N1)N[C@H]1CN(CCC1)C)C(=O)OC